1-(3-bromo-4-methylphenyl)-1H-indole BrC=1C=C(C=CC1C)N1C=CC2=CC=CC=C12